C(C=C)(=O)N1CC(C1)(F)CN1C2=C(N(C(C1=O)=O)C=1C(=NC=CC1C)C(C)C)N=C(C(=C2)Cl)C2=C(C=CC=C2C)OC 1-((1-acryloyl-3-fluoroazetidin-3-yl)methyl)-7-chloro-4-(2-isopropyl-4-methylpyridin-3-yl)-6-(2-methoxy-6-methylphenyl)-1,4-dihydropyrido[2,3-b]pyrazine-2,3-dione